7-(4-(3-(4-(tert-butoxycarbonyl)piperazin-1-yl)propoxy)phenyl)quinoline-4-carboxylic acid C(C)(C)(C)OC(=O)N1CCN(CC1)CCCOC1=CC=C(C=C1)C1=CC=C2C(=CC=NC2=C1)C(=O)O